C(C)N(S(=O)(=O)NC=1C(=C(C(=O)C2=CNC3=NC=C(C=C32)C=3C=NC(=NC3)N3CCC(CC3)CNCC(=O)OC(C)(C)C)C(=CC1)F)F)C tert-Butyl 2-[[1-[5-[3-[3-[[ethyl(methyl)sulfamoyl]amino]-2,6-difluoro-benzoyl]-1H-pyrrolo[2,3-b]pyridin-5-yl]pyrimidin-2-yl]-4-piperidyl]methyl-amino]acetate